NC1=C(C=CC(=C1)F)NC(\C=C\C=1C=NN(C1)CC=CC1=CC=CC=C1)=O (E)-N-(2-amino-4-fluorophenyl)-3-(1-cinnamyl-1H-pyrazol-4-yl)acrylamide